C[C@@H]1CN(CCC1)CC=1NC=2C(N(C=C(C2C1)C1CC1)C1=NC=CC(=C1)C1=C(C=C(C=C1)F)C1=NN=CN1C)=O 2-{[(S)-3-Methyl-1-piperidyl]methyl}-4-cyclopropyl-6-{4-[4-fluoro-2-(4-methyl-4H-1,2,4-triazol-3-yl)phenyl]-2-pyridyl}-1,6-dihydro-1,6-diaza-7-indenone